2-(N-(cyclopropanecarbonyl)cyclopropanecarboxamido)-4-((2,5-dimethyl-4,5-dihydro-[1,2,4]triazolo[1,5-a]quinoxalin-6-yl)amino)-N-(methyl-d3)pyrimidine-5-carboxamide C1(CC1)C(=O)N(C(=O)C1CC1)C1=NC=C(C(=N1)NC1=C2N(CC=3N(C2=CC=C1)N=C(N3)C)C)C(=O)NC([2H])([2H])[2H]